F[P-](F)(F)(F)(F)F.N1(N=NC2=C1N=CC=C2)O[P+](N2CCCC2)(N2CCCC2)N2CCCC2 (7-Azabenzotriazol-1-yloxy)trispyrrolidinophosphonium hexafluorophosphate